3-[[7-(5-methyl-1,2,4-oxadiazol-3-yl)isoquinolin-1-yl]amino]-N-(2-methyl-1H-imidazol-4-yl)propanamide diethyl-propane-dioate C(C)C(C(=O)O)(C(=O)O)CC.CC1=NC(=NO1)C1=CC=C2C=CN=C(C2=C1)NCCC(=O)NC=1N=C(NC1)C